(S)-2-((5-Amino-6-fluoro-1H-pyrrolo[3,2-b]pyridin-2-yl)methyl)-1'-(2,2-difluoroethyl)-5-fluorospiro[isoindoline-1,3'-pyrrolidine]-2',3-dione NC1=C(C=C2C(=N1)C=C(N2)CN2C(C1=CC(=CC=C1[C@@]21C(N(CC1)CC(F)F)=O)F)=O)F